2,4-dihydroxy-3-methylbenzaldehyde OC1=C(C=O)C=CC(=C1C)O